ClC1=C(C=C2C=C(N=CC2=C1)NC(=O)[C@@H]1[C@@H](C1)C1=NN(N=C1)C)C1CCN(CC1)C1(COCC1O)C (1S,2R)-N-(7-chloro-6-(1-(4-hydroxy-3-methyltetrahydrofuran-3-yl)piperidin-4-yl)isoquinolin-3-yl)-2-(2-methyl-2H-1,2,3-triazol-4-yl)cyclopropane-1-carboxamide